N1(CCCCCC1)CCCNC=1N=NC(=CC1)C1=NC(=NO1)C1=CC=C(C=C1)OC N-(3-(azepan-1-yl)propyl)-6-(3-(4-methoxyphenyl)-1,2,4-oxadiazol-5-yl)pyridazin-3-amine